FC=1C(=NC(=NC1)NC1=CC(=CC=C1)OC)N[C@H]1CN(CCC1)C(C=C)=O (R)-1-(3-(5-fluoro-2-(3-methoxyphenylamino)pyrimidin-4-ylamino)piperidin-1-yl)prop-2-en-1-one